C1(=CC(=CC=C1)C1=NN(C=C1)C1=NC=2N(C(=C1)N1CCOCC1)N=C(C2)C=2SC=CN2)C 4-[5-[3-(m-tolyl)pyrazol-1-yl]-2-thiazol-2-yl-pyrazolo[1,5-a]pyrimidin-7-yl]morpholine